BrC=1N=C(N(C1)COCC[Si](C)(C)C)C(=O)OCC ethyl 4-bromo-1-((2-(trimethylsilyl) ethoxy) methyl)-1H-imidazole-2-carboxylate